(2S,3R)-1-[3-amino-6-bromo-5-(trifluoromethyl)pyrazin-2-yl]-2-methyl-azetidin-3-ol NC=1C(=NC(=C(N1)C(F)(F)F)Br)N1[C@H]([C@@H](C1)O)C